C(=O)[O-].C(C(C)C)[C@H]1C[C@@H]2[C@H]([C@H]([NH2+]C2)C(N[C@@H]2C\C=C/CCS[C@@H]3[C@@H]([C@H]([C@H]([C@@H]2O3)O)O)O)=O)OCC1 (4S,5aS,8S,8aR)-4-isobutyl-8-(((1R,8R,9R,10R,11S,12R,Z)-10,11,12-trihydroxy-13-oxa-2-thiabicyclo[7.3.1]tridec-5-en-8-yl)carbamoyl)octahydro-2H-oxepino[2,3-c]pyrrol-7-ium formate